C(C)(C)C1=C(C(=CC=C1)C(C)C)NC(=O)NS(=O)(=O)C1=CC=C(C=C1)C(C)(C)O N-(2,6-diisopropylphenylcarbamoyl)-4-(2-hydroxypropan-2-yl)benzenesulfonamide